N=1C=C(N2C1C=CC=C2)C2CN(CCN2)C2=CC(=NC(=N2)N)NC 6-(3-(imidazo[1,2-a]pyridin-3-yl)piperazin-1-yl)-N4-methylpyrimidine-2,4-diamine